FC(CC=1C=C(C(=NC1)C1=CC=C2C=NC(=NN21)N[C@H]2[C@@H](COCC2)O)F)F (3S,4R)-4-((7-(5-(2,2-difluoroethyl)-3-fluoropyridin-2-yl)pyrrolo[2,1-f][1,2,4]triazin-2-yl)amino)tetrahydro-2H-pyran-3-ol